C[Si](CCOC(=O)NC1(CN(C2CNC12)C(=O)[O-])COCC[Si](C)(C)C)(C)C 4-(((2-(trimethylsilyl) ethoxy) carbonyl) amino)-4-((2-(trimethylsilyl) ethoxy) methyl)-2,6-diazabicyclo[3.2.0]Heptane-2-carboxylate